[BH4-].[Na+].CN1CC2=CC(=CC=C2CC1)C1NC[C@H](CC1)C |r| 2-Methyl-7-[rac-(5S)-5-methyl-2-piperidyl]-3,4-dihydro-1H-isoquinoline Sodium Borohydride